CN(C)C[C@@H]1N(CCN(C1)C(=O)OCC1=CC=CC=C1)C(=O)OCC1=CC=CC=C1 (S)-dibenzyl 2-((dimethylamino)methyl)piperazine-1,4-dicarboxylate